C1(C(C=CC=C1)C)(C)O.[Co+2] cobalt (II) xylenol